1-(4-(benzylthio)-2,6-difluorobenzyl)-9-fluoro-8-methoxy-3,4-dihydropyrazino[2,3-c]quinolin-2(1H)-one C(C1=CC=CC=C1)SC1=CC(=C(CN2C(CNC=3C=NC=4C=C(C(=CC4C32)F)OC)=O)C(=C1)F)F